4-(4-((1S,4S)-2,5-diazabicyclo[2.2.2]octan-2-yl)-6-chloro-8-fluoro-2-(((2R,7aS)-2-fluorotetrahydro-1H-pyrrolizin-7a(5H)-yl)methoxy)quinazolin-7-yl)-5-ethylnaphthalen-2-ol [C@@H]12N(C[C@@H](NC1)CC2)C2=NC(=NC1=C(C(=C(C=C21)Cl)C2=CC(=CC1=CC=CC(=C21)CC)O)F)OC[C@]21CCCN1C[C@@H](C2)F